C[Al](C)Cl.C[Al](Cl)Cl methylaluminum sesquichloride